3-(5-hydroxy-1,4,5,6-tetrahydropyrimidin-2-yl)-6-methyl-4H-pyrido[1,2-a]pyrimidin-4-one OC1CN=C(NC1)C1=CN=C2N(C1=O)C(=CC=C2)C